ClC1=CC=C(C=C1)C1(N2C(C3=CC=CC=C13)=NCC2)OC\C=C\C2=CC=C(C=C2)F (E)-5-(4-chlorophenyl)-5-((3-(4-fluorophenyl)allyl)oxy)-2,5-dihydro-3H-imidazo[2,1-a]isoindole